ClC1=CC=C(C=C1)C1=CC=2C(=C(N=NC2CC2CSCC2)C(=O)N)S1 2-(4-chlorophenyl)-4-(3-tetrahydrothienylmethyl)-thieno[2,3-d]pyridazine-7-carboxamide